3-(trimethoxysilylpropyl)N-butylamine CO[Si](OC)(OC)CCCC(CCN)C